OC[C@]12CCCC=C1CC[C@H]1[C@@H]3CCC[C@@]3(C)CC[C@H]21 19-hydroxy-4-androstene